C(C)(C)(C)N1N=CC(=C1)C(=O)NCC1=NC(=NO1)C1=CC(=C2C=CN(C2=C1)CC(F)(F)F)N[C@H]1[C@H](CN(CC1)C)F 1-tert-butyl-N-[[3-[4-[[(3S,4R)-3-fluoro-1-methyl-4-piperidyl]amino]-1-(2,2,2-trifluoroethyl)indol-6-yl]-1,2,4-oxadiazol-5-yl]methyl]pyrazole-4-carboxamide